2-(1,4-dioxaspiro[4.5]decane-8-yl)benzyl alcohol O1CCOC12CCC(CC2)C2=C(CO)C=CC=C2